FC1=CC=C(C=C1)[C@](C)(O)C=1C=NC(=NC1)C=1CCN(CC1)C1=NC=NN2C1=CC(=C2)C=2C=NN(C2)C (S)-1-(4-fluorophenyl)-1-(2-(1-(6-(1-methyl-1H-pyrazol-4-yl)pyrrolo[2,1-f][1,2,4]triazin-4-yl)-1,2,3,6-tetrahydropyridin-4-yl)pyrimidin-5-yl)ethan-1-ol